1-octylnonyl 8-[2-[[[8-(1-octylnonoxy)-8-oxo-octyl]-(6-oxo-6-undecoxy-hexyl)amino]methyl] allyl-(6-oxo-6-undecoxy-hexyl)amino]octanoate C(CCCCCCC)C(CCCCCCCC)OC(CCCCCCCN(CCCCCC(OCCCCCCCCCCC)=O)CC(CN(CCCCCCCC(=O)OC(CCCCCCCC)CCCCCCCC)CCCCCC(OCCCCCCCCCCC)=O)=C)=O